C(C)(C)(C)OC([C@@H](CCCN1C(=NC=C1)[N+](=O)[O-])NC(=O)OC(C)(C)C)=O (R)-2-((tert-butoxycarbonyl)amino)-5-(2-nitro-1H-imidazol-1-yl)pentanoic acid tert-butyl ester